O=C1NC(CCC1N1C(C2=CC=CC(=C2C1=O)NCCCC1=C(C=CC(=C1)C)S(=O)(=O)O)=O)=O 3-((2-(2,6-Dioxopiperidin-3-yl)-1,3-dioxoisoindol-4-yl)amino)propyl-4-methylbenzenesulfonic acid